C(C=C)OC(=O)N[C@H]1C[C@H](N(C1)C(=O)OC(C)(C)C)C(N(C=1C=C(C=CC1)C)CC)=O tert-butyl (2S,4S)-4-(allyloxycarbonylamino)-2-[ethyl(m-tolyl)-carbamoyl]pyrrolidine-1-carboxylate